2-benzyl-(2S,4S)-4-(tert-butyl-dimethyl-silanyloxymethyl)-4-hydroxy-pyrrolidine-1,2-dicarboxylic acid 1-tert-butyl ester C(C)(C)(C)OC(=O)N1[C@@](C[C@@](C1)(O)C(O[SiH2]C(C)(C)C)(C)C)(C(=O)O)CC1=CC=CC=C1